ethyl-2-(difluoromethylene)-5-oxotetrahydro-1H-pyrrolizine C(C)C1C(CN2C(CCC12)=O)=C(F)F